N-(6-ETHYL-1-METHYL-1H-INDAZOL-7-YL)-2'-(TRIFLUOROMETHYL)-[2,4'-BIPYRIDINE]-5-SULFONAMIDE C(C)C1=CC=C2C=NN(C2=C1NS(=O)(=O)C=1C=CC(=NC1)C1=CC(=NC=C1)C(F)(F)F)C